N,N'-((((1s,4s)-4-hydroxycyclohexyl)azanediyl)bis(octane-8,1-diyl))bis(N-decyldecanamide) OC1CCC(CC1)N(CCCCCCCCN(C(CCCCCCCCC)=O)CCCCCCCCCC)CCCCCCCCN(C(CCCCCCCCC)=O)CCCCCCCCCC